BrC=1C(N(C(=CC1OCC1=C(C=C(C=C1)F)F)C)C1=C(C=CC(=C1)CO)F)=O 3-bromo-4-[(2,4-difluorobenzyl)oxy]-1-[2-fluoro-5-(hydroxymethyl)phenyl]-6-methylpyridin-2(1H)-one